FC(C(=O)O)(F)F.FC(CN1CCC(CC1)CN)(F)F [1-(2,2,2-trifluoroethyl)-4-piperidyl]methanamine trifluoroacetic acid salt